C(C1=CC=CC=C1)C=1NC(=NN1)C(=O)N[C@@H]1CC2(CC2)C2=C(NC1=O)C(=CC(=C2)F)F (R)-5-benzyl-N-(7,9-difluoro-2-oxo-1,2,3,4-tetrahydrospiro[benzo[b]azepin-5,1'-cyclopropan]-3-yl)-4H-1,2,4-triazole-3-carboxamide